COC1=CC=C(CN(C2=CC(=C(C(=N2)C2=C(C=C3C(=NC(=NC3=C2F)OC[C@]23CCCN3C[C@@H](C2)F)O)Cl)C(F)(F)F)C)CC2=CC=C(C=C2)OC)C=C1 7-(6-(bis(4-methoxybenzyl)amino)-4-methyl-3-(trifluoromethyl)pyridin-2-yl)-6-chloro-8-fluoro-2-(((2R,7aS)-2-fluorotetrahydro-1H-pyrrolizin-7a(5H)-yl)methoxy)quinazolin-4-ol